C(C)(C)(C)C1=CC=CC(=N1)C1=NC=CC=C1 6-tert-butyl-2,2'-bipyridine